2,5-bis(benzyloxy)isophthalic acid diethyl ester C(C)OC(C1=C(C(C(=O)OCC)=CC(=C1)OCC1=CC=CC=C1)OCC1=CC=CC=C1)=O